C(C)(C)(C)OC(=O)N1CC2C(CC1)OSO2.C(#N)C2(C1CCN(CC21)C(=O)OC(C)(C)C)C2=CC=NN2C tert-butyl 7-cyano-7-(1-methyl-1H-pyrazol-5-yl)-3-azabicyclo[4.1.0]heptane-3-carboxylate Tert-butyl-tetrahydro-[1,3,2]dioxathiolo[4,5-c]pyridine-5(4H)-carboxylate